7-[[4-[[(1S)-2-hydroxy-1-phenyl-ethyl]amino]-5-(5-methyl-1H-pyrazol-3-yl)pyrimidin-2-yl]amino]-3,3-dimethyl-2,4-dihydroisoquinolin-1-one OC[C@H](C1=CC=CC=C1)NC1=NC(=NC=C1C1=NNC(=C1)C)NC1=CC=C2CC(NC(C2=C1)=O)(C)C